methyl-5-(N-(but-3-yn-1-yl)sulfamoyl)benzofuran-2-carboxylic acid ethyl ester C(C)OC(=O)C=1OC2=C(C1C)C=C(C=C2)S(NCCC#C)(=O)=O